O1C(COCC1)COC1=NC(N2C(C3=CC=C(C=C3CC2)C2=C(C#N)C=CN=C2)=C1)=O 3-{2-([1,4]Dioxan-2-ylmethoxy)-4-oxo-6,7-dihydro-4H-pyrimido[6,1-a]isoquinolin-9-yl}-isonicotinonitrile